2-chloro-4-(methylthio)furo[3,2-d]pyrimidine-6-carbaldehyde ClC=1N=C(C2=C(N1)C=C(O2)C=O)SC